C(N)(O)=O.C(C)(C)(C)C1=C(C=C(C(=C1)OC(F)F)C#N)[N+](=O)[O-] tert-butyl-(4-cyano-5-(difluoromethoxy)-2-nitrobenzene) carbamate